OC1=C(C(=O)N2CC3=CC=CC(=C3C2)NC(\C=C\CN2CCCC2)=O)C=C(C(=C1)O)C (E)-N-(2-(2,4-Dihydroxy-5-methylbenzoyl)isoindolin-4-yl)-4-(pyrrolidin-1-yl)but-2-enamide